C1(=CC=CC2=CC=CC=C12)C1=CC(CCC1)=O 3-(naphthalen-1-yl)cyclohex-2-enone